8-bromo-5,6-difluoro-3,4-dihydro-2H-1-benzopyran-4-ol BrC1=CC(=C(C=2C(CCOC21)O)F)F